[N+](=O)([O-])C1=CC=C(C=C1)NC1CCC1 (4-nitrophenyl)cyclobutylamine